2,4-bis(methylthio)-7,8-dihydroquinazolin-5(6H)-one CSC1=NC=2CCCC(C2C(=N1)SC)=O